NC1=NOC2=C1C=CC(=C2)C2=CC=CC=1N2N=CC1C(=O)N1CCCCC1 [7-(3-amino-1,2-benzoxazol-6-yl)pyrazolo[1,5-a]pyridin-3-yl]-(1-piperidyl)methanone